FC=1C=C(C=NC1OC)C=1C(=NC(=NC1)NC=1C=NN(C1)C)OC=1C=C(C=CC1)NC(C=C)=O N-(3-((5-(5-fluoro-6-methoxypyridin-3-yl)-2-((1-methyl-1H-pyrazol-4-yl)amino)pyrimidin-4-yl)oxy)phenyl)acrylamide